C(C)(=O)C=1C=2N(C=C(C1)C(=O)N1C[C@@H]3C([C@@H]3C1)OC1=NC(=CC(=C1)C(C)(C)NC(OCC1=CC=CC=C1)=O)C1=CC=C(C=C1)F)C=CN2 benzyl (2-(2-(((1R,5S,6s)-3-(8-acetylimidazo[1,2-a]pyridine-6-carbonyl)-3-azabicyclo[3.1.0]hexan-6-yl)oxy)-6-(4-fluorophenyl)pyridin-4-yl)propan-2-yl)carbamate